dihydroxy-α-cyanostilbene OC=1C(=C(C=CC1)C(=CC1=CC=CC=C1)C#N)O